2,6-dichloro-5-fluoropyridine-3-carboxylic acid ClC1=NC(=C(C=C1C(=O)O)F)Cl